C(C)OC(=O)C=1C(=NN2C1N(C(=CC2=O)C2=CC=C(C=C2)C2CCCCC2)CC)Br ethyl-2-bromo-5-(4-cyclohexylphenyl)-7-oxo-4,7-dihydropyrazolo[1,5-a]pyrimidine-3-carboxylic acid ethyl ester